C1(CCCCC1)C1=NN(C(=C1P(C1CCCCC1)C1CCCCC1)C1CCCCC1)C 3,5-dicyclohexyl-4-(dicyclohexylphosphino)-1-methyl-1H-pyrazole